ClC=1C=C(C=NC1)CN1N=C2N([C@@H](CCC2)C(=O)N2C[C@H]([C@H](C2)F)F)C1=O (5S)-2-[(5-Chloropyridin-3-yl)methyl]-5-{[(3R,4S)-3,4-difluoropyrrolidin-1-yl]carbonyl}-5,6,7,8-tetrahydro[1,2,4]triazolo[4,3-a]pyridin-3(2H)-one